ClC1=CC=C(C(=N1)C(=O)OC)N[C@H](C)C=1C=C(C=C2C(N(C(=NC12)C=1N(C=CN1)C)C)=O)C methyl (R)-6-chloro-3-((1-(3,6-dimethyl-2-(1-methyl-1H-imidazol-2-yl)-4-oxo-3,4-dihydroquinazolin-8-yl)ethyl)amino)picolinate